2-((6-(4-(1H-imidazol-1-yl)piperidin-1-yl)-3,5-dicyano-4-ethylpyridin-2-yl)sulfanyl)-2-phenylacetamide N1(C=NC=C1)C1CCN(CC1)C1=C(C(=C(C(=N1)SC(C(=O)N)C1=CC=CC=C1)C#N)CC)C#N